[2-[[(2S,4S)-4-[(2R,4S,5R,6S)-4-(benzylamino)-5-hydroxy-6-methyloxan-2-yl]oxy-5,12-dihydroxy-7-methoxy-6,11-dioxo-1,2,3,4-tetrahydrotetracen-2-yl]oxy]-2-oxoethyl] pentanoate C(CCCC)(=O)OCC(=O)O[C@H]1CC2=C(C=3C(C4=CC=CC(=C4C(C3C(=C2[C@H](C1)O[C@@H]1O[C@H]([C@@H]([C@H](C1)NCC1=CC=CC=C1)O)C)O)=O)OC)=O)O